C(CCC(C)Cl)Cl ethylene-propylene dichloride